tert-butyl 3-[[3-(4,4,5,5-tetramethyl-1,3,2-dioxaborolan-2-yl)-2-pyridyl]amino]azetidine-1-carboxylate CC1(OB(OC1(C)C)C=1C(=NC=CC1)NC1CN(C1)C(=O)OC(C)(C)C)C